3-(mercaptomethyl)azetidine SCC1CNC1